NC1CN(C1)C(=O)C1CC1 (3-aminoazetidin-1-yl)-cyclopropylmethanone